FC1=CC=CC(=N1)C(=O)NC 6-fluoro-N-methylpyridineamide